C(CCCCCCC)C(CCCCCCCC)OC(CCCCCCCNCCCO)=O 8-(3-hydroxy-propylamino)octanoic acid 1-octylnonyl ester